CC(C)N(CCC1=CNC2=C1C=C(C=C2)OC)C(C)C 5-methoxy-N,N-diisopropyltryptamine